CC(C(O)N)C 2-methyl-Amino-1-propanol